BrC1=CC(=CC2=CC(=C(C(=C12)OC)F)F)N 4-Bromo-6,7-difluoro-5-methoxynaphthalen-2-amine